4-bromo-3-chloro-2-fluorobenzeneboronic acid pinacol ester BrC1=C(C(=C(C=C1)B1OC(C)(C)C(C)(C)O1)F)Cl